Cl.Cl.N[C@]1([C@@H](CC[C@H](C1)CCB(O)O)C(C)N(C)C)C(=O)O (1R,2S,5R)-1-amino-5-(2-boronoethyl)-2-(1-(dimethylamino)ethyl)cyclohexanecarboxylic acid dihydrochloride